FC=1C=C(CNC2=CC=C(C=C2)NC2C(NC(CC2)=O)=O)C=CC1CN1CCCCC1 3-((4-((3-fluoro-4-(piperidin-1-ylmethyl)benzyl)amino)phenyl)amino)piperidine-2,6-dione